4-nitrobenzyl 2-(2-mercapto-4-oxo-3-(2-phenylacetamido) azetidin-1-yl)-3-methylbutanoate SC1N(C(C1NC(CC1=CC=CC=C1)=O)=O)C(C(=O)OCC1=CC=C(C=C1)[N+](=O)[O-])C(C)C